COC(C(C(=O)OC)C1=C(C=C(C=C1Br)C)Br)=O 2-(2,6-dibromo-4-methylphenyl)-malonic acid dimethyl ester